BrC=1C(=CC(=C(C(=O)NS(=O)(=O)C2=CC=CC(=N2)NC(CC[C@H]2CC(N(C2)C(=O)OC(C)(C)C)(C)C)C2=NC=CC(=C2)C(C)(C)C)C1)F)C(C)(C)C tert-Butyl (4S)-4-[3-[[6-[(5-bromo-4-tert-butyl-2-fluoro-benzoyl)sulfamoyl]-2-pyridyl]amino]-3-(4-tert-butyl-2-pyridyl)propyl]-2,2-dimethyl-pyrrolidine-1-carboxylate